C(C)N(CC)C1=CC=C2C=C(C(OC2=C1)=O)C#C 7-(N,N-diethylamino)-3-ethynyl-coumarin